COC=1C=C(C=C(C1)OC)O 3,5-dimethyloxyphenol